OC=1C=C(C=C2C(C3=CC=CC(=C3C2)O)=O)C=CC1O 2-(3,4-dihydroxybenzylidene)-4-hydroxy-2,3-dihydro-1H-inden-1-one